N(=[N+]=[N-])CC1CCN(CC1)CCNS(=O)(=O)C1=CC=C(C=C1)C(C)C N-(2-(4-(azidomethyl)piperidin-1-yl)ethyl)-4-isopropylbenzenesulfonamide